(5-(tert-butyl)-1,3-phenylene)dimethanol C(C)(C)(C)C=1C=C(C=C(C1)CO)CO